ClC=1C=CC(=C(C1)NC(=O)N1[C@@H]2[C@H](CC1)CN(C2)C#N)F (3aR,6aR)-N-(5-chloro-2-fluoro-phenyl)-5-cyano-hexahydropyrrolo[3,4-b]pyrrole-1(2H)-carboxamide